methyl (S)-4-phenyl-3-((4-(trifluoromethoxy)phenyl)sulfonamido)butanoate C1(=CC=CC=C1)C[C@@H](CC(=O)OC)NS(=O)(=O)C1=CC=C(C=C1)OC(F)(F)F